C(C=C)(=O)N1C[C@@H](N(C[C@H]1C)CC(F)(F)F)C1=CC(=NC(=C1)Cl)C1=CC(=NC=N1)C(=O)NC 6-(4-((2S,5R)-4-acryloyl-5-methyl-1-(2,2,2-trifluoroethyl)piperazin-2-yl)-6-chloropyridin-2-yl)-N-methylpyrimidine-4-carboxamide